N-(2-(1-ethyl-1H-pyrazol-5-yl)phenyl)-4-(2-(piperidin-1-yl)ethoxy)benzamide acetic acid salt C(C)(=O)O.C(C)N1N=CC=C1C1=C(C=CC=C1)NC(C1=CC=C(C=C1)OCCN1CCCCC1)=O